(2-(1-hydroxycyclobutyl)pyridin-4-yl)boronic acid OC1(CCC1)C1=NC=CC(=C1)B(O)O